F[C@@H]1[C@@H](C1)C(=O)O\N=C(/N)\C1(CN(C1)C(=O)OC(C)(C)C)C tert-butyl 3-[(Z)-N'-[(Z)-(1S,2S)-2-fluorocyclopropanecarbonyloxy]carbamimidoyl]-3-methylazetidine-1-carboxylate